Cl.C1(=CC=CC=C1)C(=C(C1=CC=C(C=C1)OCCN1CCNCC1)C1=CC=C(C=C1)C1=C(C=CC=C1)O)CC 4-(2-phenyl-1-(4-(2-(piperazin-1-yl)ethoxy)phenyl)but-1-enyl)phenylphenol hydrochloride